ClC1=CC=C(C=N1)CN(C=1COC(C1)=O)CC=1C=CC=C(C#N)C1 5-({[(6-Chloropyridin-3-yl)methyl](5-oxo-2,5-dihydrofuran-3-yl)amino}methyl)benzonitrile